N1[C@H](CC1)COC=1C=CC(=C(C(=O)NC2(CC2)C2=C3C=CC=NC3=CC(=C2)OC)C1)C (R)-5-(Azetidin-2-ylmethoxy)-N-(1-(7-methoxyquinolin-5-yl)cyclopropyl)-2-methylbenzamide